C1(CCCC1)OC(=O)CC1C2C3C4C=CC(C3C(C1)C2)C4 8-cyclopentyloxycarbonylmethyl-tetracyclo[4.4.0.12,5.17,10]-3-dodecene